ClC=1C(=NC(=NC1)NC1CCOCC1)C1=CC=C2CN(C(C2=C1)=O)[C@@H](C(=O)N[C@H](CO)C1=CC(=CC=C1)C)CC (2R)-2-(6-{5-chloro-2-[(oxan-4-yl)amino]pyrimidin-4-yl}-1-oxo-2,3-dihydro-1H-isoindol-2-yl)-N-[(1S)-2-hydroxy-1-(3-methylphenyl)ethyl]butanamide